ONC(CCCCN1C2=CC=C(C=C2C=2NC(C3=CC=CC=C3C21)=O)OC(C)C)=O N-hydroxy-5-(8-isopropoxy-5-oxo-5,6-dihydro-11H-indolo[3,2-c]isoquinolin-11-yl)pentanoic acid amide